Racemic-N-(1-(7,8-difluoro-1-oxo-1,2-dihydroisoquinolin-4-yl)ethyl)-N-methylindolizine-2-carboxamide FC1=CC=C2C(=CNC(C2=C1F)=O)[C@@H](C)N(C(=O)C=1C=C2C=CC=CN2C1)C |r|